BrC=1C(=CSC1Br)C 4,5-Dibromo-3-methylthiophen